N-[3-chloro-4-[4-(4-methylpiperazine-1-carbonyl)piperidine-1-carbonyl]phenyl]-1-methyl-5-[1-(5-nitro-2-pyridyl)-3-(trifluoromethyl)pyrazol-4-yl]imidazole-2-carboxamide ClC=1C=C(C=CC1C(=O)N1CCC(CC1)C(=O)N1CCN(CC1)C)NC(=O)C=1N(C(=CN1)C=1C(=NN(C1)C1=NC=C(C=C1)[N+](=O)[O-])C(F)(F)F)C